NC[C@H]1CN(CC1)C(=O)OC(C)(C)C (S)-tert-butyl 3-(aminomethyl)pyrrolidine-1-carboxylate